C1=CC=CC=2C3=CC=CC=C3C(C12)COC(=O)N[C@H](C(=O)O)CC1CCC(CC1)(F)F (S)-2-((((9H-fluoren-9-yl)methoxy)carbonyl)amino)-3-(4,4-difluorocyclohexyl)propanoic acid